5-(2,4-difluorophenyl)-1-(5-fluoropyridin-2-yl)-1H-1,2,4-triazol-3-ol FC1=C(C=CC(=C1)F)C1=NC(=NN1C1=NC=C(C=C1)F)O